FC1=C(C(=O)OC)C=C(C=C1)CN1C(NC(C2=C(C=CC=C12)F)=O)=O methyl 2-fluoro-5-[(5-fluoro-2,4-dioxo-3,4-dihydroquinazolin-1(2H)-yl)methyl]benzoate